4-hydroxy-2-isopropyl-benzonitrile OC1=CC(=C(C#N)C=C1)C(C)C